ClC=1C=C2C(=NC(=NC2=C(C1C1=CC(=CC2=CC=CC=C12)O)F)OCC1(CC1)CN(C)C)N1C[C@@]2(CC[C@H](C1)N2)C 4-(6-chloro-2-((1-((dimethylamino)meth-yl)cyclopropyl)methoxy)-8-fluoro-4-((1S,5R)-1-methyl-3,8-diaza-bicyclo[3.2.1]octan-3-yl)quinazolin-7-yl)naphthalen-2-ol